para-fluoronitrobenzene FC1=CC=C(C=C1)[N+](=O)[O-]